N,N-diethyl-propynyl-amine formate C(=O)O.C(C)N(CC)C#CC